N-[(S)-1-(3,5-difluorophenyl)ethyl]-4-[(S)-5-methyl-1,4-diazepan-1-yl]-8-cyclopropyl-1-methyl-6-methyl-2-oxo-1,2-dihydro-1,7-diaza-3-naphthamide FC=1C=C(C=C(C1)F)[C@H](C)NC(=O)C=1C(N(C2=C(N=C(C=C2C1N1CCN[C@H](CC1)C)C)C1CC1)C)=O